NC=1N=C(SC1C(=O)C1=CC(=NO1)C(=O)NC1CC(C1)(F)F)N(C1=CC(=C(C=C1)F)F)C(C(=O)N)C 5-[4-amino-2-(N-(2-amino-1-methyl-2-oxo-ethyl)-3,4-difluoro-anilino)thiazole-5-carbonyl]-N-(3,3-difluorocyclobutyl)isoxazole-3-carboxamide